5-cyano-6-(6-phenylpyridin-2-yl)benzene C(#N)C=1C=CC=CC1C1=NC(=CC=C1)C1=CC=CC=C1